FC(C=1C=CC=2N(N1)C(=CN2)C2=CC(=NC=N2)N2C(C(NC(C2)C)CNS(=O)(=O)C)C)F N-((4-(6-(6-(Difluoromethyl)imidazo[1,2-b]pyridazin-3-yl)pyrimidin-4-yl)-3,6-dimethylpiperazin-2-yl)methyl)methanesulfonamide